1-Methyloctahydro-4aH-cyclopenta[b]pyridine-4a-carboxylic acid ethyl ester C(C)OC(=O)C12C(N(CCC1)C)CCC2